S1C=NC2=C1C=C(C=C2)C2=CC(=NC(=N2)C)NC(C)C=2C=C(C=CC2)OCC=2OC=C(N2)C(=O)OC methyl 2-({[3-(1-{[6-(1,3-benzothiazol-6-yl)-2-methylpyrimidin-4-yl]amino}ethyl)phenyl]oxy} methyl)-1,3-oxazole-4-carboxylate